4-Fluoro-6-[(1S,4S)-5-methyl-2,5-diazabicyclo[2.2.1]heptan-2-yl]-N-[2-(3-methylpyridin-2-yl)-[1,3]thiazolo[5,4-c]pyridin-6-yl]pyridin-2-amine FC1=CC(=NC(=C1)N1[C@@H]2CN([C@H](C1)C2)C)NC2=CC1=C(C=N2)SC(=N1)C1=NC=CC=C1C